C(C)N1C(CCC1)=O ethyl-2-pyrrolidone